C(=O)(OC(C)(C)C)N[C@@H](CC1=CNC2=CC=CC=C12)C(=O)O Nα-Boc-L-tryptophan